bromo-1-cyclopropyl-1H-pyrazole-5-carboxylic acid ethyl ester C(C)OC(=O)C1=CC(=NN1C1CC1)Br